F[C@@H]1COCC[C@H]1N1C=C(C(=CC1=O)OS(=O)(=O)C(F)(F)F)C(=O)OC methyl 1-((3s,4r)-3-fluorotetrahydro-2H-pyran-4-yl)-6-oxo-4-(((trifluoromethyl) sulfonyl) oxy)-1,6-dihydropyridine-3-carboxylate